C1(CC1)S(=O)(=O)N1N=CC(=C1)C1=NC=CC(=N1)NC1=NC=C(C(=C1)NC(C)C)C1=NN(C=C1)COC N2-(2-(1-(Cyclopropylsulfonyl)-1H-pyrazol-4-yl)pyrimidin-4-yl)-N4-isopropyl-5-(1-(methoxymethyl)-1H-pyrazol-3-yl)pyridine-2,4-diamine